N6-cyclopropyl-5-fluoro-N4-[(4-isopropylcyclohexyl)methyl]-N6-[[4-(trifluoromethyl)phenyl]methyl]pyrimidine-4,6-diamine C1(CC1)N(C1=C(C(=NC=N1)NCC1CCC(CC1)C(C)C)F)CC1=CC=C(C=C1)C(F)(F)F